3-(4-fluorophenyl)azetidine FC1=CC=C(C=C1)C1CNC1